[Si](C1=CC=CC=C1)(C1=CC=CC=C1)(C(C)(C)C)OCCC(CC(C(=O)OCC)(F)F)I Ethyl 6-((tert-butyldiphenylsilyl)oxy)-2,2-difluoro-4-iodohexanoate